β-hydroxyethoxybenzoic acid OCCOC1=C(C(=O)O)C=CC=C1